FC=1C=CC(=C(C1)S(=O)(=O)Cl)OC(F)(F)F 5-fluoro-2-(trifluoromethoxy)benzenesulfonyl chloride